S(C#N)C=1C=CCCC1 5-thiocyanato-1H-benzol